ClC1=C(OC(C(=O)NCC=2OC=CC2)=C)C=C(C(=C1)F)N1C(N(C(N(C1=O)C)=S)C)=O 2-(2-chloro-5-(3,5-dimethyl-2,6-dioxo-4-thioxo-1,3,5-triazin-1-yl)-4-fluorophenoxy)-N-(furan-2-ylmethyl)acrylamide